ClC1=CN=C(S1)C=CC(=O)OC(C)(C)C tert-Butyl 3-(5-chloro-1,3-thiazol-2-yl)prop-2-enoate